BrC1=C2[C@@H]([C@H](OCC2=CC(=C1)C)C)C (3R,4S)-5-bromo-3,4,7-trimethylisochromane